The molecule is a diterpenoid isolated from the aerial parts of Ajuga bracteosa. It has a role as an antifeedant and a plant metabolite. It is a furofuran, an acetate ester, a diterpenoid, a spiro-epoxide and a cyclic acetal. CCC(C)C(=O)O[C@H]1[C@@H](C[C@@H]2[C@@]([C@@H](C[C@@H]([C@]2([C@@]13CO3)COC(=O)C)OC(=O)C)C)(C)[C@@H]4C[C@H]5CCO[C@H]5O4)O